tert-butyl (E)-4-(((6-fluoro-2-imino-3,4-dihydro-1,8-naphthyridin-1(2H)-yl)imino)methyl)piperidine-1-carboxylate FC=1C=C2CCC(N(C2=NC1)\N=C\C1CCN(CC1)C(=O)OC(C)(C)C)=N